C(=C(/CC(=O)OCC=C)\C(=O)OCC=C)/C(=O)OCC=C (E)-triallyl prop-1-ene-1,2,3-tricarboxylate